The molecule is a hydroxynitrile that is phenylacetonitrile substituted by a hydroxy group at position 4. It has a role as a plant metabolite. C1=CC(=CC=C1CC#N)O